ClC1=C(C(=O)NC(C(=O)O)CN2CC(CC2)OCCCC2=NC=3NCCCC3C=C2)C(=CC=C1)Cl 2-(2,6-dichlorobenzamido)-3-(3-(3-(5,6,7,8-tetrahydro-1,8-naphthyridin-2-yl)propoxy)pyrrolidin-1-yl)propanoic acid